ClC1=CC=CC2=C1NC(O2)=O 4-chloro-3H-1,3-benzoxazol-2-one